NCC(CN1N=CN(C1=O)CC1=C(C=CC=C1)C1=CC2=C(OCO2)C=C1)=C(F)F 2-[2-(aminomethyl)-3,3-difluoro-allyl]-4-[[2-(1,3-benzodioxol-5-yl)phenyl]methyl]-1,2,4-triazol-3-one